N-(cyanomethyl)-4-(2-((4-(morpholino-3,3,5,5-d4)phenyl)amino)pyrimidin-4-yl)benzamide C(#N)CNC(C1=CC=C(C=C1)C1=NC(=NC=C1)NC1=CC=C(C=C1)N1C(COCC1([2H])[2H])([2H])[2H])=O